(R)-4-methyl-5-(piperazin-2-yl)isobenzofuran-1(3H)-one CC1=C2COC(C2=CC=C1[C@H]1NCCNC1)=O